4-CHLORO-2-ISOBUTOXYPHENYLBORONIC ACID ClC1=CC(=C(C=C1)B(O)O)OCC(C)C